methyl 3-formyl-4-methoxy-benzoate C(=O)C=1C=C(C(=O)OC)C=CC1OC